TMSlithium [Si](C)(C)(C)[Li]